C(C)(C)(C)OC(=O)N1C2=C(C3=CC=CC=C13)C[C@H](N([C@@H]2C=2SC(=CC2)Br)CC(C)(C)F)C.COC2=CC=C(C=C2)C2=CC=C(C=C2)OC2=CC=C(N)C=C2 4-(4'-methoxy-biphenyl-4-yloxy)aniline tert-Butyl-(1S,3R)-1-(5-bromothiophen-2-yl)-2-(2-fluoro-2-methylpropyl)-3-methyl-1,2,3,4-tetrahydro-9H-pyrido[3,4-b]indole-9-carboxylate